[I-].[Es+3].[I-].[I-] Einsteinium(III) iodide